NC12CN(CCC2C1)C(=O)C1=CC2=C(N(C(=N2)C2=CC=3C=4N2CCN(C4C=CC3)CCCO)CC3CC3)C(=C1)OC (1-amino-3-azabicyclo[4.1.0]heptan-3-yl)(1-(cyclopropylmethyl)-2-(1-(3-hydroxypropyl)-2,3-dihydro-1H-pyrrolo[1,2,3-de]quinoxalin-5-yl)-7-methoxy-1H-benzo[d]imidazol-5-yl)methanone